OC(/C=C/[C@H]1[C@@H](C[C@H]2[C@@H]1CCC1=C(O2)C(=C(C=C1)C(=O)O)C)OC)C1(CCC1)OC1=CC=CC=C1 (1R,2R,3aS,10aR)-1-[(1E,3ξ)-3-hydroxy-3-(1-phenoxycyclobutyl)-1-propen-1-yl]-2-methoxy-5-methyl-2,3,3a,9,10,10a-hexahydro-1H-benzo[b]cyclopenta[f]oxepin-6-carboxylic acid